N-(3-chlorophenyl)carboxamide ClC=1C=C(C=CC1)NC=O